[Ag+].[Ag+].C(CC(O)(C(=O)[O-])CC(=O)[O-])(=O)O hydrogen citrate di-silver